tri(4-methyl-1-pentyl) citrate C(CC(O)(C(=O)OCCCC(C)C)CC(=O)OCCCC(C)C)(=O)OCCCC(C)C